OCCCN(C(OC(C)(C)C)=O)CCC1=CC(=CC=C1)N(C1=CC=CC=C1)C tert-butyl (3-hydroxypropyl)(3-(methyl(phenyl)amino)phenethyl)carbamate